CNC=1C(=NC=CC1C(F)(F)F)NC1=NC(=NS1)C1=NC=C(C=C1)OC1COC1 N3-Methyl-N2-(3-(5-(oxetan-3-yloxy)pyridin-2-yl)-1,2,4-thiadiazol-5-yl)(trifluoromethyl)pyridine-2,3-diamine